3-(2-aminoethoxy)-6-[[2-[2-oxo-3-(3-oxo-4H-pyrido[3,2-b][1,4]oxazin-6-yl)-1,3-oxazolidin-5-yl]ethylamino]methyl]-6,7-dihydro-5H-cyclopenta[c]pyridine-1-carbonitrile NCCOC1=CC2=C(C(=N1)C#N)CC(C2)CNCCC2CN(C(O2)=O)C=2C=CC=1OCC(NC1N2)=O